CC=1N=C2N(N=C(C=C2C)C2=CN=C3C(=N2)SC(=C3)C3CCNCC3)C1 3-(2,8-dimethylimidazo[1,2-b]pyridazin-6-yl)-6-(piperidin-4-yl)thieno[2,3-b]pyrazine